N-[1-(4-chloro-2-cyanophenyl)-4-[6-(2-ethoxyphenyl)pyridin-3-yl]piperidin-4-yl]-1-methylazetidine-3-carboxamide formate salt C(=O)O.ClC1=CC(=C(C=C1)N1CCC(CC1)(C=1C=NC(=CC1)C1=C(C=CC=C1)OCC)NC(=O)C1CN(C1)C)C#N